C(CCC)C1C(OC(OC1CCCCC)CCCCCCCCCCC)O 5-butyl-6-pentyl-2-undecyl-1,3-dioxan-4-ol